5-(cyclopropylmethoxy)-4-(2,4-dichlorophenyl)-N-[(2S)-1-hydroxy-4-methylpent-2-yl]pyridine-2-carboxamide C1(CC1)COC=1C(=CC(=NC1)C(=O)N[C@H](CO)CC(C)C)C1=C(C=C(C=C1)Cl)Cl